ethoxy-6-acryloxy-1,4,7-trioxacyclononane C(C)OC1OCCOC(COC1)OC(C=C)=O